1-[tert-butyl(dimethyl)silyl]oxy-2-methyl-propan-2-amine [Si](C)(C)(C(C)(C)C)OCC(C)(N)C